ortho-nitrophthalic acid [N+](=O)([O-])C1(C(C(=O)O)C=CC=C1)C(=O)O